N-phenylisonicotinamide C1=CC=C(C=C1)NC(=O)C2=CC=NC=C2